7-bromo-2-ethyl-4-methyl-2H-benzo[b][1,4]oxazin-3(4H)-one BrC=1C=CC2=C(OC(C(N2C)=O)CC)C1